O(P([O-])(=O)OP(=O)([O-])[O-])CC=C(C)CCC=C(C)CCC=C(C)C trans-Farnesyl diphosphate